N12CC(CC(CC1)CC2)=NO 1-azabicyclo[3.2.2]nonan-3-one oxime